(6-((2-((5-(furan-3-yl)-2-methoxy-4-(4-methylpiperazin-1-yl)phenyl)amino)-7H-pyrrolo[2,3-d]pyrimidin-4-yl)amino)quinoxalin-5-yl)dimethyl-phosphine oxide O1C=C(C=C1)C=1C(=CC(=C(C1)NC=1N=C(C2=C(N1)NC=C2)NC=2C(=C1N=CC=NC1=CC2)P(C)(C)=O)OC)N2CCN(CC2)C